5-[3-(3,3-dimethylmorpholine-4-carbonyl)-7-methoxy-1-methyl-4,5-dihydrobenzo[g]indazol-8-yl]pyridine-3-carboxamide CC1(N(CCOC1)C(=O)C1=NN(C=2C3=C(CCC12)C=C(C(=C3)C=3C=C(C=NC3)C(=O)N)OC)C)C